N-(3-(1-(3-cyanophenyl)-1H-indol-7-yl)-1H-pyrazol-5-yl)-4-((1-methylpiperidin-4-yl)amino)benzamide C(#N)C=1C=C(C=CC1)N1C=CC2=CC=CC(=C12)C1=NNC(=C1)NC(C1=CC=C(C=C1)NC1CCN(CC1)C)=O